C(C)N(C1=CC=C(C=C1)C(C1=C(C=CC(=C1)S(=O)(=O)[O-])S(=O)(=O)[O-])=C1C=CC(C=C1)=[N+](CC)CC)CC.[Na+] sodium 2-((4-(diethylamino)phenyl)(4-(diethyliminio)cyclohexa-2,5-dienylidene)methyl)benzene-1,4-disulfonate